C1=CC=CC2=C1N=C1C2=C2C(C=3C4=CC=CC=C4NC13)=CN=C2 indolo(2,3-a)pyrrolo(3,4-c)carbazole